C1=CC=CC=2C3=CC=CC=C3C(C12)N(C1(CC1)C(=O)O)C(=O)OC 1-(9H-fluoren-9-yl-methoxycarbonylamino)cyclopropan-1-carboxylic acid